FC1=CC=C(OC=2C=CC(=NC2)NC([C@H](C)N2CC(N(CC2)C(=O)C2CCS(CC2)(=O)=N)(C)C)=O)C=C1 (S)-N-(5-(4-fluorophenoxy)pyridin-2-yl)-2-(4-((1R,4s)-1-imino-1-oxidohexahydro-1λ6-thiopyran-4-carbonyl)-3,3-dimethylpiperazin-1-yl)propanamide